(R)-4-(3-(2-methoxypyridin-3-yl)pyrazolo[1,5-a]pyrimidin-5-yl)piperazine-1-carboxylic acid tetrahydrofuran-3-yl ester O1C[C@@H](CC1)OC(=O)N1CCN(CC1)C1=NC=2N(C=C1)N=CC2C=2C(=NC=CC2)OC